1-(4-{[(1S)-5-[2-(2-aminopyridin-3-yl)-5-(pyrazol-1-yl)imidazo[4,5-b]pyridin-3-yl]-2,3-dihydro-1H-inden-1-yl](oxetan-3-ylmethyl)amino}piperidin-1-yl)prop-2-en-1-one NC1=NC=CC=C1C1=NC=2C(=NC(=CC2)N2N=CC=C2)N1C=1C=C2CC[C@@H](C2=CC1)N(C1CCN(CC1)C(C=C)=O)CC1COC1